ClC1=C(C=C(C=C1)\C=C\C(OCC)OCC)Cl (E)-1,2-dichloro-4-(3,3-diethoxyprop-1-en-1-yl)benzene